C1(CC1)C1=CC=C(C=N1)N1CC[C@@H](N2C1=NC(=CC2=O)N2[C@@H](COCC2)C)C(F)(F)F (R)-9-(6-Cyclopropyl-pyridin-3-yl)-2-((R)-3-methylmorpholin-4-yl)-6-trifluoromethyl-6,7,8,9-tetrahydro-pyrimido[1,2-a]-pyrimidin-4-one